[1-[[tert-butyl(dimethyl)silyl]oxymethyl]cyclobutyl]methanol [Si](C)(C)(C(C)(C)C)OCC1(CCC1)CO